tert-butyl ((S)-1-((S)-3,3-difluorocyclohexyl)-2-((4-((S)-2-methoxy-1-((S)-2-oxo-4-(trifluoromethyl)imidazolidin-1-yl)ethyl)pyridin-2-yl)amino)-2-oxoethyl)carbamate FC1(C[C@H](CCC1)[C@@H](C(=O)NC1=NC=CC(=C1)[C@@H](COC)N1C(N[C@@H](C1)C(F)(F)F)=O)NC(OC(C)(C)C)=O)F